C(#N)C1=CC(=NC(=C1)OCC1=C(C=C(C=C1)C#N)F)N1CCN(CC1)[C@@H](C)C1=NC2=C(N1C[C@H]1OCC1)C=C(C=C2)C(=O)OC methyl 2-((S)-1-(4-(4-cyano-6-((4-cyano-2-fluorobenzyl) oxy) pyridin-2-yl) piperazin-1-yl) ethyl)-1-(((S)-oxetan-2-yl) methyl)-1H-benzo[d]imidazole-6-carboxylate